ClC1=C(C=CC=C1Cl)N1C(NC(=CC1=O)O)=S 3-(2,3-dichlorophenyl)-6-hydroxy-2-sulfanylidene-1,2,3,4-tetrahydropyrimidin-4-one